N-(3-((4-(6-((4-hydroxy-1-(3-phenylbutanoyl)piperidin-4-yl)methyl)-2-methyl-7-oxo-6,7-dihydro-2H-pyrazolo[4,3-d]pyrimidin-3-yl)benzyl)amino)propyl)-3,6,9,12-tetraoxapentadecan-15-amide OC1(CCN(CC1)C(CC(C)C1=CC=CC=C1)=O)CN1C=NC=2C(C1=O)=NN(C2C2=CC=C(CNCCCNC(CCOCCOCCOCCOCC)=O)C=C2)C